CN(C1=NC(N([C@H]2[C@](O)([C@H](O)[C@@H](CO)O2)OC)C=C1)=O)C 4-N,N-dimethyl-2'-methoxycytidine